S(=O)(=O)(O)O.N[C@@H](CC1=CNC=N1)C(=O)O L-histidine sulfate